4-iodo-6-(morpholin-4-yl)-N-[(3R)-oxetan-3-yl]pyridin-2-amine IC1=CC(=NC(=C1)N1CCOCC1)NC1COC1